CC1(CC(C=2C(=NN(C2C1)C1=CC(=C(C(=O)N)C=C1)NC1CCC(CC1)O)C(F)(F)F)=O)C 4-[6,6-dimethyl-4-oxo-3-(trifluoromethyl)-5,7-dihydro-indazol-1-yl]-2-[(4-hydroxycyclohexyl)amino]benzamide